6-fluoro-5-methoxy-1,2,3,4-tetrahydroquinoline FC=1C(=C2CCCNC2=CC1)OC